methyl 2-(1-(3-(2-carbamoyl-6-(trifluoromethoxy)-1H-indol-1-yl)phenyl)cyclobutyl)acetate C(N)(=O)C=1N(C2=CC(=CC=C2C1)OC(F)(F)F)C=1C=C(C=CC1)C1(CCC1)CC(=O)OC